7-(5-(chlorodifluoromethyl)-1,2,4-oxadiazol-3-yl)-N-((cyclopropylmethyl)(methyl)(oxo)-λ6-sulfaneylidene)imidazo[1,2-a]pyridine-2-carboxamide ClC(C1=NC(=NO1)C1=CC=2N(C=C1)C=C(N2)C(=O)N=S(=O)(C)CC2CC2)(F)F